C(C)O[Si](CCCNC(C(C)O)=O)(OCC)OCC N-(3-triethoxysilylpropyl)-2-hydroxypropanamide